FC(CN1C(C2=C(CC1)NC(=N2)C2=C(C=CC(=C2)OC=2C(=C1C=CNC1=CC2F)F)F)C=2C(=C(C=CC2)CCC(=O)O)F)F 3-[3-[5-(2,2-difluoroethyl)-2-[5-[(4,6-difluoro-1H-indol-5-yl)oxy]-2-fluoro-phenyl]-1,4,6,7-tetrahydroimidazo[4,5-c]pyridin-4-yl]-2-fluoro-phenyl]propanoic acid